6-ethylsulfanyl-3-[(1-methyl-1H-1,2,4-triazol-3-yl)methyl]1-(2,4,5-Trifluorobenzyl)-1,3,5-triazine-2,4(1H,3H)-dione C(C)SC1=NC(N(C(N1CC1=C(C=C(C(=C1)F)F)F)=O)CC1=NN(C=N1)C)=O